ClC1=CC=C(C=C1)C1=C(CCC(C1)(C)C)C(=O)C=1NC=CN1 2-(4-chlorophenyl)-4,4-dimethylcyclohex-1-eneformylimidazole